C(C)(C)C1=CC=C(C=C1)CC(C[14C](=O)O)C(C)C 3-[(4-isopropyl-phenyl)methyl]-4-methyl-[1-14C]pentanoic acid